4-(chloromethyl)-1-(4-chlorophenyl)-1H-1,2,3-triazole ClCC=1N=NN(C1)C1=CC=C(C=C1)Cl